CC1(C(NC2=C(C=CC=C2N1)C(F)(F)F)=NNC(C)=O)C acetic acid (3,3-dimethyl-8-trifluoromethyl-3,4-dihydro-1H-quinoxalin-2-ylidene)-hydrazide